4-chloro-2,5-difluoro-benzonitrile ClC1=CC(=C(C#N)C=C1F)F